2-[3-ethyl-1-(6-methylpyridin-2-yl)-1H-pyrazol-5-yl]thieno[3,2-c]pyridine C(C)C1=NN(C(=C1)C1=CC=2C=NC=CC2S1)C1=NC(=CC=C1)C